3-Benzyl-1-(4-(4-(3-(2-(2,6-dioxopiperidin-3-yl)-1,3-dioxoisoindol-5-yl)benzoyl)piperazin-1-yl)phenyl)-1-((1r,4r)-4-(quinazolin-2-ylamino)cyclohexyl)urea C(C1=CC=CC=C1)NC(N(C1CCC(CC1)NC1=NC2=CC=CC=C2C=N1)C1=CC=C(C=C1)N1CCN(CC1)C(C1=CC(=CC=C1)C=1C=C2C(N(C(C2=CC1)=O)C1C(NC(CC1)=O)=O)=O)=O)=O